COC1=CC(=CC2=CN(N=C12)C)C(=O)NC[C@](C(F)(F)F)(O)C=1C=C2C(=C(N1)C1=CC=C(C=C1)F)OC[C@@]2(N2C=NN=C2)C 7-methoxy-2-methyl-N-((S)-3,3,3-trifluoro-2-((R)-7-(4-fluorophenyl)-3-methyl-3-(4H-1,2,4-triazol-4-yl)-2,3-dihydrofuro[2,3-c]pyridin-5-yl)-2-hydroxypropyl)-2H-indazole-5-carboxamide